N1=CC=C(C=C1)CC1=NC(=NC(=N1)N)N (pyridin-4-ylmethyl)-1,3,5-triazine-2,4-diamine